C(C)(=O)O[C@@H]1[C@H]([C@H]2O[C@@H]([C@H]1OC(C)=O)CO2)N=[N+]=[N-] 3,4-Di-O-acetyl-1,6-anhydro-2-azido-2-deoxy-β-D-glucopyranose